3-amino-2-oxo-4-(trifluoromethyl)pyridin NC=1C(NC=CC1C(F)(F)F)=O